didodecyl-tin C(CCCCCCCCCCC)[Sn]CCCCCCCCCCCC